[N-]=[N+]=[N-].FC(CCCC1=CC=C(C=C1)[N+](=O)[O-])(F)F 3-trifluoromethyl-1-(4-nitrophenyl)propan azide